FC([C@@H](C1=CC=C(C=C1)F)N1N=C(C(=C1)C1=CN=CC(=N1)C1=C(C=2N(C=C1)N=C(N2)N2C(=CC=C2C)C)OC)C)(C)F (R)-7-(6-(1-(2,2-difluoro-1-(4-fluorophenyl)propyl)-3-methyl-1H-pyrazol-4-yl)pyrazin-2-yl)-2-(2,5-dimethyl-1H-pyrrol-1-yl)-8-methoxy-[1,2,4]triazolo[1,5-a]pyridine